(7-fluoro-2-methylquinolin-8-yl)boronic acid FC1=CC=C2C=CC(=NC2=C1B(O)O)C